(R)-ethyl(5-fluoro-1-((R)-5-(pyridin-2-yl)-2,3-dihydrobenzofuran-2-carbonyl)indolin-6-yl)(imino)-λ6-sulfanone C(C)[S@](=O)(=N)C1=C(C=C2CCN(C2=C1)C(=O)[C@@H]1OC2=C(C1)C=C(C=C2)C2=NC=CC=C2)F